N[C@H]1CN(CC1)C1=C(C=CC(=N1)N1CC=2C(=NC=CC2C1=O)C1=C(C=CC=C1OC)F)C=1C=NN(C1)C (6-((R)-3-Aminopyrrolidin-1-yl)-5-(1-methyl-1H-pyrazol-4-yl)pyridin-2-yl)-4-(2-fluoro-6-methoxyphenyl)-2,3-dihydro-1H-pyrrolo[3,4-c]pyridin-1-one